(S)-Methyl 3-(4'-(4-azidobutoxy)-2'-ethyl-[1,1'-biphenyl]-4-yl)-2-((tert-butoxycarbonyl)amino)propanoate N(=[N+]=[N-])CCCCOC1=CC(=C(C=C1)C1=CC=C(C=C1)C[C@@H](C(=O)OC)NC(=O)OC(C)(C)C)CC